N-(2,4-Dimethoxybenzyl)-2,6-difluoro-4-(3-((2-hydroxyethyl)(methyl)amino)-3-(3-(trifluoromethyl)phenethyl)piperidin-1-yl)-N-(pyrimidin-4-yl)benzenesulfonamide COC1=C(CN(S(=O)(=O)C2=C(C=C(C=C2F)N2CC(CCC2)(CCC2=CC(=CC=C2)C(F)(F)F)N(C)CCO)F)C2=NC=NC=C2)C=CC(=C1)OC